CC1=NC(=CC(=N1)NC1=NN2C(C=C(C=C2)C2=C(C=NC(=C2)C)OC[C@H]2C[C@H](CO2)O)=C1)C (3R,5R)-5-[[4-[2-[(2,6-dimethylpyrimidin-4-yl)amino]pyrazolo[1,5-a]pyridin-5-yl]-6-methyl-3-pyridyl]oxymethyl]tetrahydrofuran-3-ol